C(#CCCCC)O Z-hexynol